[N+](=[N-])=CC(CC[C@@H](C(=O)OCCC(F)(F)F)NC([C@H](C)OC)=O)=O 3,3,3-trifluoropropyl (S)-6-diazo-2-((S)-2-methoxypropanamido)-5-oxohexanoate